(Z)-9-hexadecenol acetate C(C)(=O)OCCCCCCCC\C=C/CCCCCC